N-[(1H-1,3-benzodiazol-5-yl)methyl]-4-fluorobenzene-1-sulfonamide N1C=NC2=C1C=CC(=C2)CNS(=O)(=O)C2=CC=C(C=C2)F